(R)-(+)-2-(4-CHLORO-2-METHYL-PHENOXY)PROPANOIC ACID ClC1=CC(=C(O[C@@H](C(=O)O)C)C=C1)C